C(OC1=CC=C(C=C1)[N+](=O)[O-])(OC1CC(C1)N1C=NC=C1C(F)(F)F)=O 4-nitrophenyl ((1s,3s)-3-(5-(trifluoromethyl)-1H-imidazol-1-yl)cyclobutyl) carbonate